2-bromo-4-(1-hydroxy-1-methyl-ethyl)phenol BrC1=C(C=CC(=C1)C(C)(C)O)O